C[C@H]1CN(CCN1C1CC2(COC2)C1)CC1=CC=2N(C=C1)N=CC2N2C(NC(CC2)=O)=O (S)-1-(5-((3-methyl-4-(2-oxaspiro[3.3]heptan-6-yl)piperazin-1-yl)methyl)pyrazolo[1,5-a]pyridin-3-yl)dihydropyrimidine-2,4(1H,3H)-dione